(R)-5-(imidazo[1,2-a]pyrimidin-6-yl)-N-(1,1,1-trifluoropropan-2-yl)pyrrolo[2,1-f][1,2,4]triazin-2-amine N=1C=CN2C1N=CC(=C2)C=2C=CN1N=C(N=CC12)N[C@@H](C(F)(F)F)C